P(=O)([O-])([O-])[O-].[U+6].[O-2].[Nb+5] Niobium oxide uranium phosphate